S-(2-(Trimethylsilyl)ethyl) (S)-5-chloro-2-(1-(pyrazolo[1,5-a]pyrimidine-3-carboxamido)ethyl)benzofuran-7-carbothioate ClC=1C=C(C2=C(C=C(O2)[C@H](C)NC(=O)C=2C=NN3C2N=CC=C3)C1)C(SCC[Si](C)(C)C)=O